C1(NCCCN2C1=CC=1C=CC=CC21)=O 2,3,4,5-tetrahydro-1H-[1,4]diazepino[1,2-a]indol-1-one